C(C)C1=CC(=C2C(=N1)CCC2)NC(=O)N=S(=O)(N)C2=CN=C(S2)C(C)(C)O N'-((2-ethyl-6,7-dihydro-5H-cyclopenta[b]pyridin-4-yl)carbamoyl)-2-(2-hydroxypropan-2-yl)thiazole-5-sulfonimidamide